3-((3-methoxy-4-nitrophenyl)sulfonyl)-6-oxa-3-azabicyclo[3.1.1]heptane COC=1C=C(C=CC1[N+](=O)[O-])S(=O)(=O)N1CC2OC(C1)C2